carbonylchlorohydrido[6-(di-t-butylphosphinomethyl)-2-(N,N-diethylaminomethyl)pyridine] ruthenium (II) [Ru+2].C(=O)=C(C1=NC(=CC(=C1)Cl)CP(C(C)(C)C)C(C)(C)C)N(CC)CC